N'-((1,2,3,5,6,7-hexahydro-s-indacen-4-yl-3,3,5,5-d4)carbamoyl)-2-(2-hydroxypropan-2-yl)thiazole-5-sulfonimidamide C1CC(C2=C(C=3C(CCC3C=C12)([2H])[2H])NC(=O)N=S(=O)(N)C1=CN=C(S1)C(C)(C)O)([2H])[2H]